(S)-5-((tert-butyldiphenylsilyl)oxy)-6-((2-methoxyethyl)(methyl)amino)-2-methylhex-1-en-3-one [Si](C1=CC=CC=C1)(C1=CC=CC=C1)(C(C)(C)C)O[C@@H](CC(C(=C)C)=O)CN(C)CCOC